ClC1=C(C=CC=C1)N1CCN(C2=CC=CC=C12)C(=O)N1CCCC1 (4-(2-chlorophenyl)-3,4-dihydroquinoxalin-1(2H)-yl)(pyrrolidin-1-yl)methanone